piperidinyldimethylsilane N1(CCCCC1)[SiH](C)C